7-methyl-1H-indazole-5-carboxaldehyde CC=1C=C(C=C2C=NNC12)C=O